NC1=NC(=CC=C1C(=O)O)C1N(CCN(C1)CCC(F)(F)F)CC1=C2C=CNC2=C(C=C1OC)C 2-amino-6-(1-((5-methoxy-7-methyl-1H-indol-4-yl)methyl)-4-(3,3,3-trifluoropropyl)piperazin-2-yl)pyridine-3-carboxylic acid